methyl (3S,7R)-3-amino-7-methyl-1,2,4,7-tetrahydroazepine-3-carboxylate N[C@@]1(CN[C@@H](C=CC1)C)C(=O)OC